N1=C(C=CC=C1)[C@@H]1CCNC1 (R)-4-Pyridin-2-yl-pyrrolidine